9,10-bis[4'-(4''-aminostyryl)-styryl]Anthracene NC1=CC=C(C=CC2=CC=C(C=CC=3C4=CC=CC=C4C(=C4C=CC=CC34)C=CC3=CC=C(C=C3)C=CC3=CC=C(C=C3)N)C=C2)C=C1